1-octylnonyl 6-{6-[(Z)-7-hexadecenyl]-4-(2-hydroxyethyl)-2-morpholinyl}hexanoate C(CCCCC\C=C/CCCCCCCC)C1OC(CN(C1)CCO)CCCCCC(=O)OC(CCCCCCCC)CCCCCCCC